N-(1-cyanocyclopropyl)pyridine-2-carboxamide C(#N)C1(CC1)NC(=O)C1=NC=CC=C1